2-(7-fluorobenzofuran-5-yl)-3-(methoxymethoxy)-5-(3-methoxypropyl)pyridine FC1=CC(=CC=2C=COC21)C2=NC=C(C=C2OCOC)CCCOC